tert-butyl [4-({[3-fluoro-4-(trifluoromethyl)phenyl]methyl}carbamoyl)-2'-formyl-3-biphenylyl]acetate FC=1C=C(C=CC1C(F)(F)F)CNC(=O)C1=C(C=C(C=C1)C1=C(C=CC=C1)C=O)CC(=O)OC(C)(C)C